thiazole-4-carboxylic acid 2-aminoethyl ester NCCOC(=O)C=1N=CSC1